ClC1=NC=C(C(=N1)C1=CC(=C2CN(C(C2=C1)=O)CC(=O)OC(C)(C)C)F)Cl tert-butyl 2-[6-(2,5-dichloropyrimidin-4-yl)-4-fluoro-1-oxo-2,3-dihydro-1H-isoindol-2-yl]acetate